FC(C1=CC(=NC=N1)N)F 6-(difluoromethyl)pyrimidin-4-amine